(S)-methyl-ethylene oxide C[C@H]1CO1